FCCN1CCN(CC1)C1=CC=CC=2N(C=NC21)C(=O)NCC#CC(C)C 4-(4-(2-Fluoroethyl)piperazin-1-yl)-N-(4-methylpent-2-yn-1-yl)-1H-benzo[d]imidazole-1-carboxamide